C1(CCCCC1)[C@H]1N(C[C@@H](CC1)C)C(C(=O)NC=1C=C(C(=NC1)NC(OC(C)(C)C)=O)C)=O tert-butyl N-[5-[[2-[(2S,5R)-2-cyclohexyl-5-methyl-1-piperidyl]-2-oxo-acetyl]amino]-3-methyl-2-pyridyl]carbamate